2-(3-(4-((1H-Pyrazol-4-yl)amino)pyrrolo[2,1-f][1,2,4]triazin-2-yl)phenoxy)-N-(tert-butyl)acetamide N1N=CC(=C1)NC1=NC(=NN2C1=CC=C2)C=2C=C(OCC(=O)NC(C)(C)C)C=CC2